ethyl 4-[(2s)-3-(3-carbamimidoylphenyl)-2-[(2,4,6-triisopropylphenyl) sulfonylamino]propanoyl]piperazine-1-carboxylate C(N)(=N)C=1C=C(C=CC1)C[C@@H](C(=O)N1CCN(CC1)C(=O)OCC)NS(=O)(=O)C1=C(C=C(C=C1C(C)C)C(C)C)C(C)C